2-(3,4-dimethoxyphenyl)-6-(1-(2-isopropyl-2-azaspiro[3.3]heptan-6-yl)piperidin-4-yl)-8-methylimidazo[1,2-a]pyridine COC=1C=C(C=CC1OC)C=1N=C2N(C=C(C=C2C)C2CCN(CC2)C2CC3(CN(C3)C(C)C)C2)C1